1-eicosanoyl-2-(4Z,7Z,10Z,13Z,16Z,19Z-docosahexaenoyl)-glycero-3-phosphoserine CCCCCCCCCCCCCCCCCCCC(=O)OC[C@H](COP(=O)(O)OC[C@@H](C(=O)O)N)OC(=O)CC/C=C\C/C=C\C/C=C\C/C=C\C/C=C\C/C=C\CC